N4-(6,6-dimethyl-5-{[(2S)-2,4,5,5-tetramethylpiperazin-1-yl]carbonyl}-1,4,5,6-tetrahydropyrrolo[3,4-c]pyrazol-3-yl)-N2-ethyl-5-fluoropyrimidine-2,4-diamine CC1(N(CC2=C1NN=C2NC2=NC(=NC=C2F)NCC)C(=O)N2[C@H](CN(C(C2)(C)C)C)C)C